C1(=CC=CC=C1)NNC(=O)C=1C(=NN(C1)C=1SC=CN1)C(C)C N'-phenyl-3-isopropyl-1-(thiazol-2-yl)-1H-pyrazole-4-carbohydrazide